BrC=1C=C(C(=C(C1)C(=O)N1CCC(=CC1)F)N[C@H]1CN(CCC1)C(C1=CN=CC(=C1)NC)=O)[N+](=O)[O-] (R)-(5-Bromo-2-((1-(5-(methylamino)nicotinoyl)piperidin-3-yl)amino)-3-nitrophenyl)(4-fluoro-3,6-dihydropyridin-1(2H)-yl)methanone